SCC(=O)NCCCCCNC(=O)C1=CC=C(C=C1)C=1C(=NC=CC1)C(=O)NC1=CC=CC=C1 (4-((5-(2-mercaptoacetylamino)pentyl)carbamoyl)phenyl)-N-phenylpyridinecarboxamide